ClC1=C(C=CC=C1)C=1N=C(SC1)NC(=O)C1=CC=C(C=N1)OC1CCN(CC1)C(=O)OCCCC butyl 4-((6-((4-(2-chlorophenyl)thiazol-2-yl)carbamoyl)pyridin-3-yl)oxy)piperidine-1-carboxylate